4-ethyl-N-{2-methyl-3-{4-{[4-(4-methylpiperazin-1-yl)phenyl]amino}-7H-pyrrolo[2,3-d]pyrimidin-2-yl}phenyl}benzamide (S)-tert-Butyl-2-amino-3-methylbutanoate hydrochloride Cl.C(C)(C)(C)OC([C@H](C(C)C)N)=O.C(C)C1=CC=C(C(=O)NC2=C(C(=CC=C2)C=2N=C(C3=C(N2)NC=C3)NC3=CC=C(C=C3)N3CCN(CC3)C)C)C=C1